[N+](=O)([O-])C=1C=C(C=CC1)NN1C=CC=C1 N-(3-nitrophenyl)aminopyrrole